N6-(4-pyridinyl)-1,3-benzothiazole-2,6-diamine N1=CC=C(C=C1)NC1=CC2=C(N=C(S2)N)C=C1